5-[(3S)-2-[1-[4-(cyanomethoxy)-5-fluoro-2-pyridinyl]-4-methyl-piperidine-4-carbonyl]isoxazolidin-3-yl]pyridine-3-carbonitrile C(#N)COC1=CC(=NC=C1F)N1CCC(CC1)(C(=O)N1OCC[C@H]1C=1C=C(C=NC1)C#N)C